water phosphate nitrogen [N+3].P(=O)([O-])([O-])[O-].O